6-(Cyclopropanecarboxamido)-4-((5-(2,2-difluoroethyl)-7-fluoro-1-methyl-4-oxo-4,5-dihydro-1H-pyrrolo[3,2-c]pyridin-3-yl)amino)-N-(methyl-d3)nicotinamide C1(CC1)C(=O)NC1=NC=C(C(=O)NC([2H])([2H])[2H])C(=C1)NC1=CN(C2=C1C(N(C=C2F)CC(F)F)=O)C